CN1CCN(CC1)C(=O)C=1C=C2C=CC(=CC2=CC1)CCNC1=C2C=C(C=NC2=NC=C1)C#N 5-((2-(6-(4-methylpiperazin-1-carbonyl)naphth-2-yl)ethyl)amino)-1,8-naphthyridine-3-carbonitrile